C([C@@H](C(=O)O)O)C(=O)O L(-)-malic acid